2-((S)-1-acryloyl-4-((R)-1'-methyl-2-(((S)-1-methylpyrrolidin-2-yl)methoxy)-1',4',5,8-tetrahydro-2'H,6H-spiro[quinazoline-7,3'-quinolin]-4-yl)piperazin-2-yl)acetonitrile C(C=C)(=O)N1[C@H](CN(CC1)C1=NC(=NC=2C[C@@]3(CN(C4=CC=CC=C4C3)C)CCC12)OC[C@H]1N(CCC1)C)CC#N